3-fluoro-5-acetoxybenzoic acid FC=1C=C(C(=O)O)C=C(C1)OC(C)=O